OCC1=CC=C(C=C1)[C@@H](C)C1(C(NCC1)=O)C 3-[(1R)-1-[4-(hydroxymethyl)phenyl]ethyl]-3-methyl-pyrrolidin-2-one